N=1C=C(N2C1C=CC=C2)C(C)(C)N(C(=O)C2CN(C2)C2=NC(=NC=C2C(F)(F)F)N2[C@H](CN(CC2)C(=O)OC(C)(C)C)C)C tert-butyl (S)-4-(4-(3-((2-(imidazo[1,2-a]pyridin-3-yl)propan-2-yl)(methyl)carbamoyl)azetidin-1-yl)-5-(trifluoromethyl)pyrimidin-2-yl)-3-methylpiperazine-1-carboxylate